4-p-phenylphenoxybenzoborazole C1(=CC=CC=C1)C1=CC=C(OC2=CC=CC3=C2C=NB3)C=C1